tert-butyl 4-(((methylsulfonyl)oxy)methyl)-4-(((tetrahydro-2H-pyran-2-yl)oxy)(1-tosyl-1H-pyrrol-2-yl)methyl)piperidine-1-carboxylate CS(=O)(=O)OCC1(CCN(CC1)C(=O)OC(C)(C)C)C(C=1N(C=CC1)S(=O)(=O)C1=CC=C(C)C=C1)OC1OCCCC1